1-(anthracen-9-yl-1,2,3,4,5,6,7,8-d8)-9-phenyl-9H-carbazole C1(=C(C(=C(C2=CC3=C(C(=C(C(=C3C(=C12)C1=CC=CC=2C3=CC=CC=C3N(C12)C1=CC=CC=C1)[2H])[2H])[2H])[2H])[2H])[2H])[2H])[2H]